4-[1-(2,2-dimethylpropionyl)-5-iodo-6-tetrahydropyran-4-yl-pyrrolo[3,2-f]indazol-7-yl]benzoic acid tert-butyl ester C(C)(C)(C)OC(C1=CC=C(C=C1)N1C(=C(C=2C=C3C=NN(C3=CC21)C(C(C)(C)C)=O)I)C2CCOCC2)=O